C(#C)C=1C=C(C(=O)N2C[C@H]([C@@H](CC2)C(=O)N2CCC(CC2)(O)CN2C=NC3=C(C2=O)C=CN3C)C3=CC=CC=C3)C=CC1 3-[(1-{[(3R,4R)-1-(3-ethynylbenzoyl)-3-phenylpiperidin-4-yl]carbonyl}-4-hydroxypiperidin-4-yl)methyl]-7-methyl-3,7-dihydro-4H-pyrrolo[2,3-d]pyrimidin-4-one